C1(=CC=CC=C1)C1(C2=CC=CC=C2C=2C=C(C=CC12)C1=CC2=C(N=C(O2)C=2C=C(C=CC2)C2=CC(=CC=C2)C#N)C=C1)C1=CC=CC=C1 6-(9,9-diphenyl-9H-fluoren-3-yl)-2-(3'-cyano-biphenyl-3-yl)-benzoxazole